sodium p-hydroxyacetophenone OC1=CC=C(C=C1)C(C)=O.[Na]